ClC=1C=C2C(=CC(OC2=CC1OC(C(=O)NC1=CC=C(C=C1)CCO)C)=O)C1=CC=CC=C1 2-(6-chloro-2-oxo-4-phenyl-chromen-7-yl)oxy-N-[4-(2-hydroxyethyl)phenyl]propanamide